2-chloro-5-[1-[2-bromo-4-[1,2,2,2-tetrafluoro-1-(trifluoromethyl)ethyl]-6-(trifluoromethoxy)phenyl]-1H-pyrazol-4-yl]-N-cyclopropylpyridine-3-carboxamide ClC1=NC=C(C=C1C(=O)NC1CC1)C=1C=NN(C1)C1=C(C=C(C=C1OC(F)(F)F)C(C(F)(F)F)(C(F)(F)F)F)Br